ClC1=C(C=C(C=C1)F)C1(N(S(C2=C1C(=CC=C2)[N+](=O)[O-])(=O)=O)CC2=CC=C(C=C2)OC)O (2-chloro-5-fluorophenyl)-3-hydroxy-2-(4-methoxybenzyl)-4-nitro-2,3-dihydrobenzo[d]isothiazole-1,1-dioxide